(3R)-4-[2-(2-fluorophenyl)sulfonyl-2-azaspiro[3.3]heptan-6-yl]-3-methyl-8-(trifluoromethoxy)-2,3-dihydropyrido[3,2-f][1,4]oxazepine FC1=C(C=CC=C1)S(=O)(=O)N1CC2(C1)CC(C2)N2[C@@H](COC1=C(C2)C=CC(=N1)OC(F)(F)F)C